(4S)-N-[8-(3,5-Dichlorophenyl)-4-(dimethylamino)-1,7-naphthyridin-3-yl]chroman-4-carboxamid ClC=1C=C(C=C(C1)Cl)C=1N=CC=C2C(=C(C=NC12)NC(=O)[C@H]1CCOC2=CC=CC=C12)N(C)C